5-(1,2-dibromo-2-(4-hydroxyphenyl)ethyl)benzene-1,3-diol BrC(C(C1=CC=C(C=C1)O)Br)C=1C=C(C=C(C1)O)O